ClC=1C=C(COC(=O)N[C@H](C(=O)N[C@@H](CCC(N(C)CCOCC)=O)C(=O)OC)CC2CCCCC2)C=CC1 Methyl N2-((S)-2-((((3-chlorobenzyl) oxy) carbonyl) amino)-3-cyclohexylpropanoyl)-N5-(2-ethoxyethyl)-N5-methyl-L-glutaminate